The molecule is a cyclic hemiketal isolated from the fermentation broth of Pseudomonas sp.no.2663. It displays potent cytotoxic activity against human tumour cells. It has a role as an antimicrobial agent, an antineoplastic agent and a bacterial metabolite. It is an acetate ester, a cyclic hemiketal, an organochlorine compound, a member of pyrans and a monocarboxylic acid amide. CC1CC(C(OC1C/C=C(\\C)/C=C/C2[C@H]([C@@](C[C@@](O2)(C)O)(CCl)O)O)C)NC(=O)/C=C\\C(C)OC(=O)C